BrC1=C(OCC2=CC(=NO2)C)C=C(C=C1)CO[Si](C)(C)C(C)(C)C 5-((2-Bromo-5-(((tert-butyldimethylsilyl)oxy)methyl)phenoxy)methyl)-3-methylisoxazole